tert-butyl 2-bromo-1-imidazolecarboxylate BrC=1N(C=CN1)C(=O)OC(C)(C)C